FC1=C(C=CC=C1OC)C1=CC=C(C=C1)C=1C=CC2=C(NC(=N2)C)C1 6-(2'-fluoro-3'-methoxy-[1,1'-Biphenyl]-4-yl)-2-Methyl-1H-benzo[d]Imidazol